2-[4-({[2-(3-{[6-(1-cyano-1-methylethyl)pyridin-3-yl]amino}prop-1-yn-1-yl)-1-(2,2,2-trifluoroethyl)-1H-indol-5-yl]methyl}amino)piperidin-1-yl]-N,N-dimethylacetamide C(#N)C(C)(C)C1=CC=C(C=N1)NCC#CC=1N(C2=CC=C(C=C2C1)CNC1CCN(CC1)CC(=O)N(C)C)CC(F)(F)F